3,10-dimethylspermine CC(CCNCCCN)CNC(C)CCN